NC1=CC2=CC=CC=C2C=C1B(O)O 2-AMINONAPHTHALENE-3-BORONIC ACID